C1(CC1)C1=CC=C(C2=CC=CC=C12)N1C(=NC2=NC=CC=C21)SC(C(=O)O)C 2-((1-(4-cyclopropylnaphthalen-1-yl)-1H-imidazo[4,5-b]pyridin-2-yl)thio)propionic acid